12-(benzyloxy)indolo[1,2-f]phenanthridine C(C1=CC=CC=C1)OC1=CC=2C=C3N(C=4C=CC=CC4C4=CC=CC=C34)C2C=C1